NC=1O[C@@H]2C[C@@H]2[C@@](N1)(C(F)F)C=1C=C(C=CC1F)\C=C(/F)\C1=NC=C(C#N)C=C1 6-((Z)-2-(3-((1R,5S,6R)-3-amino-5-(difluoromethyl)-2-oxa-4-azabicyclo[4.1.0]hept-3-en-5-yl)-4-fluorophenyl)-1-fluorovinyl)nicotinonitrile